ClC1=CC=C(C=C1)C1=CC(=CC=C1)C1(CC1)C=1NC(C=2CN(CCCC2N1)C([C@H](O)C1=CC(=CC=C1)Cl)=O)=O (R)-2-(1-(4'-chloro-[1,1'-biphenyl]-3-yl)cyclopropyl)-6-(2-(3-chlorophenyl)-2-hydroxyacetyl)-3,5,6,7,8,9-hexahydro-4H-pyrimido[5,4-c]azepin-4-one